N-lauroyl-L-leucine C(CCCCCCCCCCC)(=O)N[C@@H](CC(C)C)C(=O)O